C(CCCCCCCC\C=C/CCCCCCCC(=O)N)CCCCCCCC\C=C/CCCCCCCC(=O)N methylenebisoleamide